N-(3-((3,5-dimethyl-4-oxo-3,4-dihydroquinazolin-6-yl)oxy)-2-fluorophenyl)propane-1-sulfonamide CN1C=NC2=CC=C(C(=C2C1=O)C)OC=1C(=C(C=CC1)NS(=O)(=O)CCC)F